ClC1=CC=C(C=C1)[C@@]1(N(C(C2=CC(=CC=C12)C(CNC1CCOCC1)(C)O)=O)CC1=NC=C(C=C1)Cl)OC (3R)-3-(4-chlorophenyl)-2-[(5-chloropyridin-2-yl)methyl]-6-{2-hydroxy-1-[(oxan-4-yl)amino]propan-2-yl}-3-methoxy-2,3-dihydro-1H-isoindol-1-one